1-(5-fluoro-2-methylphenyl)ethan-1-one FC=1C=CC(=C(C1)C(C)=O)C